CC1=C(C=C(C=C1)NC(=O)[C@@H]1NCCCC1)C(N[C@H](C)C1=CC(=CC2=CC=CC=C12)C=1C=NN(C1)C)=O (R)-N-(4-methyl-3-(((R)-1-(3-(1-methyl-1H-pyrazol-4-yl)naphthalen-1-yl)ethyl)carbamoyl)phenyl)piperidine-2-carboxamide